FC1(CC(C(N(C2=C1C=C(C(=C2)C=2OC(=NN2)N2CCCC2)F)CC2=CC=C(C=C2)C2=NOC(=N2)C(F)(F)F)=O)NC(OC(C)(C)C)=O)F tert-butyl N-[5,5,7-trifluoro-2-oxo-8-(5-pyrrolidin-1-yl-1,3,4-oxadiazol-2-yl)-1-[[4-[5-(trifluoromethyl)-1,2,4-oxadiazol-3-yl]phenyl]methyl]-3,4-dihydro-1-benzazepin-3-yl]carbamate